BrC=1C=C(C=C(C=O)CCCCCC)C=CC1 2-(3-bromobenzylidene)octanal